1-(6-(3-(dimethylamino)azetidin-1-yl)pyridin-3-yl)-4-oxo-1,4-dihydroquinoline-3-carboxylic acid CN(C1CN(C1)C1=CC=C(C=N1)N1C=C(C(C2=CC=CC=C12)=O)C(=O)O)C